methoxygonadiene COC1=CC2=CC[C@H]3[C@@H](CCC4CCCC[C@H]34)[C@@H]2C1